S1CN(C=C1)CC(=O)[O-] thiazole-3-acetate